C(\C=C\C(=O)OC(C)OC(C(C)C)=O)(=O)OC methyl [1-(2-methylpropanoyloxy)]ethyl (2E)-but-2-ene-1,4-dioate